6-(imidazol-1-yl)pyridin-3-amine N1(C=NC=C1)C1=CC=C(C=N1)N